methyl 12-hydroxy-9,15-octadecadienoate OC(CC=CCCCCCCCC(=O)OC)CCC=CCC